8-bromo-2',3',5',6'-tetrahydro-3H-spiro[benzo[b][1,4]oxazepine-2,4'-pyran]-4(5H)-one BrC=1C=CC2=C(OC3(CCOCC3)CC(N2)=O)C1